Zinc-chromium-aluminum [Al].[Cr].[Zn]